FC(C1(CC1)N1N=NC(=C1)[C@H](C1=C2C=CN(C(C2=CC=C1)=O)C)NC=1C=C2C(=C(C=NC2=C(C1)C#N)C#N)NCC(C)(C)C)F (S)-6-(((1-(1-(difluoromethyl)cyclopropyl)-1H-1,2,3-triazol-4-yl)(2-methyl-1-oxo-1,2-dihydroisoquinolin-5-yl)methyl)amino)-4-(neopentylamino)quinoline-3,8-dicarbonitrile